CS(=O)(=O)C=1C=C(C=CC1)B(O)O (3-(methylsulfonyl)phenyl)boronic acid